COC(=O)C1=C(NC(=C(C1C1=CSC2=NC=C(C=C21)F)C(C)=O)C)N 5-acetyl-2-amino-4-(5-fluorothieno[2,3-b]pyridin-3-yl)-6-methyl-1,4-dihydropyridine-3-carboxylic acid methyl ester